NC=1C=C(C=C(C1)N)C(=O)O.NC=1C=C(C=C(C1)N)C(=O)OCCC propyl 3,5-diaminophenylformate (3,5-diaminophenylformate)